FC1CC(C1)CNCC=1C=CC=2N(C1)C=C(N2)CN2CC1=CN=CC(=C1C=C2)C2=CC=CC=C2 2-{[6-({[(3-fluorocyclobutyl)methyl]amino}methyl)imidazo[1,2-a]pyridin-2-yl]methyl}-5-phenyl-1,2-dihydro-2,7-naphthyridin